1-chloro-4-(2,2-difluorocyclobutyl)benzene ClC1=CC=C(C=C1)C1C(CC1)(F)F